N1(CCC1)C1=CC2=C(C=C(O2)C(=O)NS(=O)(=O)C2=C(C=CC=C2)OC)C(=C1)F 6-(azetidin-1-yl)-4-fluoro-N-((2-methoxy-phenyl)sulfonyl)benzo-furan-2-carboxamide